3-[(cyclopropylamino)methyl]-6-methoxy-1-[(4-methoxyphenyl)methyl]-1H-indole-2-carboxylic acid C1(CC1)NCC1=C(N(C2=CC(=CC=C12)OC)CC1=CC=C(C=C1)OC)C(=O)O